(S)-N,N-dimethyl-4-(4-(2,2,2-trifluoro-1-((4-(4-morpholino-7H-pyrrolo[2,3-d]pyrimidin-6-yl)phenyl)amino)ethyl)piperidin-1-yl)but-2-ynamide 4-methoxy-2-(trifluoromethoxy)benzoate COC1=CC(=C(C(=O)O)C=C1)OC(F)(F)F.CN(C(C#CCN1CCC(CC1)[C@@H](C(F)(F)F)NC1=CC=C(C=C1)C1=CC2=C(N=CN=C2N2CCOCC2)N1)=O)C